N-[6-[2-(1-Hydroxy-1-methyl-ethyl)pyrimidin-5-yl]-2-methoxy-3-pyridyl]-5-methyl-3-phenyl-isoxazole-4-carboxamide OC(C)(C)C1=NC=C(C=N1)C1=CC=C(C(=N1)OC)NC(=O)C=1C(=NOC1C)C1=CC=CC=C1